C1(CC1)C1=C(C=CC(=C1)N1CCN(CC1)C)NC(CC1OCCCNC1=O)C (2-((2-cyclopropyl-4-(4-methylpiperazin-1-yl)phenyl)amino)propyl)-1,4-oxazepan-3-one